1H-pyrrole carbon [C].N1C=CC=C1